C(CCCCCCCCCCCCCCCC)(=O)OCCCCCCCCCCCCCCCCCCCCCC behenyl heptadecanoate